Cl.CN(CCCN=C=NCC)C 3-dimethylaminopropyl-N'-ethylcarbodiimide hydrochloride